4-formylbenzenesulfonate C(=O)C1=CC=C(C=C1)S(=O)(=O)[O-]